methyl (3-formyl-1H-indol-1-yl)palmitate C(=O)C1=CN(C2=CC=CC=C12)C(C(=O)OC)CCCCCCCCCCCCCC